OCC1OCC(C(C1O)OCC#C)O (hydroxymethyl)-4-(prop-2-yn-1-yloxy)tetrahydro-2H-pyran-3,5-diol